C(C(=C)C)(=O)OCC1(COC1)CCCCCC 3-(methacryloyloxymethyl)3-hexyl-oxetane